ClC1=NC=CC(=C1Cl)OC=1C=NC(=NC1)NC(=O)C1=NN(C=C(C1=O)C1=CC=C(C=C1)F)C(C)C N-(5-((2,3-dichloropyridin-4-yl)oxy)pyrimidin-2-yl)-5-(4-fluorophenyl)-1-isopropyl-4-oxo-1,4-dihydropyridazine-3-carboxamide